BrCCCOC=1C(=C2CN(CC2=CC1OC)C(=O)OC(C)(C)C)Cl tert-butyl 5-(3-bromopropoxy)-4-chloro-6-methoxy-isoindoline-2-carboxylate